[3-(dimethylamino) propyl]-6-(5-{[(5Z,8Z,11Z,14Z)-1-oxoicosa-5,8,11,14-tetraenyl] oxy} pentyl)-13-methyl-8-oxo-9,13-diaza-7-oxatetradec-1-yl (5Z,8Z,11Z,14Z)-icosa-5,8,11,14-tetraenoate C(CCC\C=C/C\C=C/C\C=C/C\C=C/CCCCC)(=O)OCCCCCC(OC(NCCCN(CCCCN(C)C)C)=O)CCCCCOC(CCC\C=C/C\C=C/C\C=C/C\C=C/CCCCC)=O